4-(5-(2-Fluoropyridin-3-yl)-1H-indazole-3-carboxamido)piperidine-1-carboxylic acid tert-butyl ester C(C)(C)(C)OC(=O)N1CCC(CC1)NC(=O)C1=NNC2=CC=C(C=C12)C=1C(=NC=CC1)F